tert-butyl (1R,5S)-3-(4-amino-3-cyclopropylphenyl)-3,8-diazabicyclo[3.2.1]octane-8-carboxylate NC1=C(C=C(C=C1)N1C[C@H]2CC[C@@H](C1)N2C(=O)OC(C)(C)C)C2CC2